BrC1=C2C(=C3C=C(N=CC3=C1)Cl)SC(=N2)N 4-bromo-8-chloro-[1,3]thiazolo[5,4-f]isoquinolin-2-amine